aminogallane N[GaH2]